(5-fluoro-1H-indol-3-yl)-6-(piperidin-1-yl)-3,4-dihydroisoquinoline-2(1H)-carboxamide FC=1C=C2C(=CNC2=CC1)C1N(CCC2=CC(=CC=C12)N1CCCCC1)C(=O)N